N-((S)-2,4-dimethyl-5-oxo-5,6,7,8-tetrahydro-4H-pyrazolo[1,5-a][1,3]diazepin-6-yl)-1-(1-phenyl-ethyl)-1H-1,2,4-triazole-3-carboxamide CC1=NN2C(N(C([C@H](CC2)NC(=O)C2=NN(C=N2)C(C)C2=CC=CC=C2)=O)C)=C1